CC1=CC=C(C(SC2=CC=C(C=C2)C)=O)C=C1 S-(4-methylphenyl) 4-methylbenzothioate